cobaltous trichloride [Co-](Cl)(Cl)Cl